CN1N=CC=C1OCCC 1-methyl-5-propoxypyrazol